C(C)(C)(C)OC(=O)N1C[C@H](CC1)N(C)C1=NC(=NC2=C(C(=C(C=C12)I)Br)F)Cl (3S)-3-[(7-bromo-2-chloro-8-fluoro-6-iodo-quinazolin-4-yl)-methyl-amino]Pyrrolidine-1-carboxylic acid tert-butyl ester